(2S)-2-[4,5-dichloro-2-(1,1-difluoropropyl)phenoxy]propanoic acid ClC1=CC(=C(O[C@H](C(=O)O)C)C=C1Cl)C(CC)(F)F